CN(C)CC=1C=2C=C3C(=NC2C=CC1O)C1=CC2=C(C(N1C3)=O)COC([C@]2(O)CC)=O (S)-10-((dimethylamino)methyl)-4-ethyl-4,9-dihydroxy-1H-pyrano[3',4':6,7]indolizino[1,2-b]quinoline-3,14(4H,12H)-dione